[3-[[4-formyl-5-hydroxy-6-methyl-3-(phosphonooxymethyl)pyridin-2-yl]diazenyl]-5-[[hydroxy(oxido)phosphoryl]methyl]phenyl]methyl-hydroxyphosphinate C(=O)C1=C(C(=NC(=C1O)C)N=NC=1C=C(C=C(C1)CP(=O)([O-])O)CP([O-])(=O)O)COP(=O)(O)O